2-(4-hydroxy-piperidin-1-yl)-ethanesulfonic acid {3-[6-amino-5-(2-chloro-3,6-difluoro-benzyloxy)-pyridin-3-yl]-phenyl}-amide NC1=C(C=C(C=N1)C=1C=C(C=CC1)NS(=O)(=O)CCN1CCC(CC1)O)OCC1=C(C(=CC=C1F)F)Cl